2-ethoxy-methyl-3-methylpyrazine C(C)OC1=NC=C(N=C1C)C